C1(C(CC(C(C1)C(=O)Cl)C(=O)Cl)C(=O)Cl)C(=O)Cl 1,2,4,5-cyclohexanetetra-formyl chloride